(5S)-2-[4-(cyclopropanecarbonyl)phenyl]-5-phenyl-2,5,6,7-tetrahydro-3H-pyrrolo[2,1-c][1,2,4]triazol-3-one C1(CC1)C(=O)C1=CC=C(C=C1)N1N=C2N(C1=O)[C@@H](CC2)C2=CC=CC=C2